CC1=CC=2C(=NC=CC2)N1 Methyl-pyrrolo[2,3-b]pyridine